C(C)(C)(C)OC(C1=CC(=NC(=C1)C(C)C1=C2CC(NC2=CC=C1)=O)C(NC)=O)=O 2-(methylcarbamoyl)-6-(1-(2-oxoindolin-4-yl)ethyl)isonicotinic acid tert-butyl ester